4,4'-butylidenebis(6-tert.butyl-3-methylphenol) C(CCC)(C1=C(C=C(C(=C1)C(C)(C)C)O)C)C1=C(C=C(C(=C1)C(C)(C)C)O)C